N-[(1R,6S)-2,2-difluoro-6-{[(3R)-1-(propan-2-yl)pyrrolidin-3-yl]oxy}cyclohexyl]-4-methyl-4-(4-methylphenyl)piperidine-1-carboxamide FC1([C@@H]([C@H](CCC1)O[C@H]1CN(CC1)C(C)C)NC(=O)N1CCC(CC1)(C1=CC=C(C=C1)C)C)F